(R)-N-(5-Cyano-4-((1-methoxypropan-2-yl)oxy)pyridin-2-yl)-7-formyl-6-((3-carbonyl-1,4-oxazepin-4-yl)methyl)-3,4-dihydro-1,8-naphthyridin-1(2H)-carboxamide C(#N)C=1C(=CC(=NC1)NC(=O)N1CCCC2=CC(=C(N=C12)C=O)CN1C(COC=CC1)=C=O)O[C@@H](COC)C